N-(1-METHYL-1H-INDAZOL-7-YL)-6-(5-METHYL-4,5,6,7-TETRAHYDROPYRAZOLO[1,5-A]PYRAZIN-3-YL)PYRIDINE-3-SULFONAMIDE CN1N=CC2=CC=CC(=C12)NS(=O)(=O)C=1C=NC(=CC1)C=1C=NN2C1CN(CC2)C